6-Acetyl-7-ethoxy-2H-chromen-2-one C(C)(=O)C=1C=C2C=CC(OC2=CC1OCC)=O